CN(S(=O)(=O)N[C@@H]1[C@@H](N([C@@H](C1)C)C(=O)OC(C)C)CO[C@H]1C[C@H]2C[C@]2(CC1)C1=NC=C(C=N1)F)C isopropyl (2R,3S,5R)-3-((N,N-dimethylsulfamoyl)amino)-2-((((1R,3R,6S)-6-(5-fluoropyrimidin-2-yl)bicyclo[4.1.0]heptan-3-yl)oxy)methyl)-5-methylpyrrolidine-1-carboxylate